C(CCC)(=O)OC=1C(=NC=CC1OC)C(N[C@H](C(=O)NN=C(C1=CC=CC=C1)C1=CC=CC=C1)C)=O (S)-2-((1-(2-(diphenylmethylene)hydrazineyl)-1-oxopropan-2-yl)carbamoyl)-4-methoxypyridin-3-yl butyrate